FC(C=1C=CC(=C(C1)NC(=O)N1C[C@@](CC1)(C1=NC=NS1)C1=CC(=C(C=C1)C)F)N1C(OCC1)=O)F (S)-N-(5-(difluoromethyl)-2-(2-oxooxazolidin-3-yl)phenyl)-3-(3-fluoro-4-methylphenyl)-3-(1,2,4-thiadiazol-5-yl)pyrrolidine-1-carboxamide